N12CC3CC(CC(C1)C3)C2 1-azatricyclo[3.3.1.13,7]Decane